tert-butyl 6-[[4-fluoro-2-(trifluoromethyl)phenyl] methylene]-2-azaspiro[3.3]heptane-2-carboxylate FC1=CC(=C(C=C1)C=C1CC2(CN(C2)C(=O)OC(C)(C)C)C1)C(F)(F)F